O1CCC(CC1)I.[Zn] zinc (tetrahydro-2H-pyran-4-yl) iodide